FC=1C=C(C=CC1)C=1C(=NN(C1C)C=1SC(=C(N1)C1=CC=C(C=C1)C(F)(F)F)SC(C)C)C 2-(4-(3-fluorophenyl)-3,5-dimethyl-1H-pyrazol-1-yl)-5-(isopropylsulfanyl)-4-(4-(trifluoromethyl)phenyl)thiazole